tert-butyl ((1'-(6,7-dimethoxyquinolin-4-yl)-[3,4'-bipiperidin]-1-yl)sulfonyl)carbamate COC=1C=C2C(=CC=NC2=CC1OC)N1CCC(CC1)C1CN(CCC1)S(=O)(=O)NC(OC(C)(C)C)=O